FC[C@@H]1N2C(C=3N(N([C@@H](C=C1)C)C2)C=C(C(C3O)=O)C(=O)NCC3=C(C=C(C=C3F)F)F)=O (1S,2R,5R)-5-(fluoromethyl)-8-hydroxy-2-methyl-7,9-dioxo-N-(2,4,6-trifluorobenzyl)-2,5,7,9-tetrahydro-1,6-methanopyrido[1,2-b][1,2,5]triazonine-10-carboxamide